NC=1N=NC(=CC1N1CCC(CC1)(C1=CC=CC=C1)NC(OC(C)(C)C)=O)Cl Tert-butyl (1-(3-amino-6-chloropyridazin-4-yl)-4-phenylpiperidin-4-yl)carbamate